ClC=1C(=CC(=C(C(=O)N(CC2=CC=C(C=C2)C(NCCC)=O)C)C1)O)O 5-chloro-2,4-dihydroxy-N-methyl-N-(4-(propylcarbamoyl)benzyl)benzamide